ClC=1C(=NC=C(C1)C(F)(F)F)CC#N 2-[3-chloro-5-trifluoromethyl-2-pyridyl]-acetonitrile